5-((dimethylamino)methyl)-N-(6-fluoro-1H-benzo[d]imidazol-2-yl)benzo[d]oxazol-2-amine CN(C)CC=1C=CC2=C(N=C(O2)NC2=NC3=C(N2)C=C(C=C3)F)C1